FCC1=C(C(=CC(=C1)CF)CF)NC(=O)NC(CC(C)=O)=O N-((2,4,6-trifluoromethyl-phenyl)carbamoyl)-3-oxobutyramide